NC1=NC=CC=C1S(=O)(=O)NC(=O)C=1C(=NC(=CC1)C1=C(C(=CC=C1)C)OC)N1C(C[C@@H](C1)C)(C)C N-[(2-Amino-3-pyridyl)sulfonyl]-6-(2-methoxy-3-methylphenyl)-2-[(4S)-2,2,4-trimethylpyrrolidin-1-yl]pyridin-3-carboxamid